(1r,4r)-4-((6-chloro-5-(4'-((2-(2-hydroxyethoxy)ethoxy)methyl)-[1,1'-biphenyl]-4-yl)-1H-imidazo[4,5-b]pyridin-2-yl)oxy)cyclohexane-1-carboxylic acid ClC=1C=C2C(=NC1C1=CC=C(C=C1)C1=CC=C(C=C1)COCCOCCO)N=C(N2)OC2CCC(CC2)C(=O)O